The molecule is a phenyl sulfate oxoanion that is the conjugate base of 2-acetamidophenol sulfate, obtained by deprotonation of the sulfo group; major species at pH 7.3. It is a conjugate base of a 2-acetamidophenol sulfate. CC(=O)NC1=CC=CC=C1OS(=O)(=O)[O-]